ethylhexyl-methoxycinnamic acid C(C)C1=C(C(=C(C(=O)O)OC)CCCCCC)C=CC=C1